((1S,2S)-1-fluoro-2-vinylcyclopropyl)benzoic acid methyl ester COC(C1=C(C=CC=C1)[C@]1([C@@H](C1)C=C)F)=O